(E)-2-methoxy-4-(3-((4-methylbenzyl)amino)-3-oxoprop-1-en-1-yl)phenylisobutyrate COC1=C(C=CC(=C1)\C=C\C(=O)NCC1=CC=C(C=C1)C)OC(C(C)C)=O